2-((tert-butyldimethylsilyl)oxy)-N-methoxy-N-methylacetamide [Si](C)(C)(C(C)(C)C)OCC(=O)N(C)OC